5-(5-carboxy-2-methoxyphenyl)-5H-dibenzo[b,d]thiophenium iodide [I-].C(=O)(O)C=1C=CC(=C(C1)[S+]1C2=C(C3=C1C=CC=C3)C=CC=C2)OC